N[C@H](C(=O)N1[C@@H](C[C@H](C1)O)C(=O)NCC1=CC=C(C=C1)C1=C(N=CS1)C)CC1CC1 (2S,4R)-1-((S)-2-amino-3-cyclopropylpropanoyl)-4-hydroxy-N-(4-(4-methylthiazol-5-yl)benzyl)pyrrolidine-2-carboxamide